C12CNCC(CC1)N2C2=NC=1CCN(CC1C=C2)C(COC2=CC=C(C=C2)F)=O 1-(2-(3,8-diazabicyclo[3.2.1]octan-8-yl)-7,8-dihydro-1,6-naphthyridin-6(5H)-yl)-2-(4-fluorophenoxy)ethan-1-one